(R/S)-4-((1-(3-amino-5-(difluoromethyl)phenyl)ethyl)amino)-2,8,8-trimethyl-8,9-dihydrofuro[2,3-h]quinazolin-6-yl trifluoromethanesulfonate FC(S(=O)(=O)OC=1C=C2C(=NC(=NC2=C2C1OC(C2)(C)C)C)N[C@H](C)C2=CC(=CC(=C2)C(F)F)N)(F)F |r|